O1C=C(CC1)C(=O)O 4,5-dihydrofuran-3-carboxylic acid